4-[3-(biphenyl-4-ylmethyl)-6-[2-fluoro-1-(fluoromethyl)ethoxy]-2,4-dioxo-3,4-dihydroquinazolin-1(2H)-yl]piperidine-1-carbaldehyde C1(=CC=C(C=C1)CN1C(N(C2=CC=C(C=C2C1=O)OC(CF)CF)C1CCN(CC1)C=O)=O)C1=CC=CC=C1